FC=1C=C(C=CC1N1CCOCC1)N1C(=NCC(C1)O)C 1-(3-fluoro-4-morpholinylphenyl)-2-methyl-1,4,5,6-tetrahydro-5-hydroxypyrimidine